tert-Butyl methyl(2-((naphthalen-1-ylmethyl)amino)-2-oxoethyl)carbamate CN(C(OC(C)(C)C)=O)CC(=O)NCC1=CC=CC2=CC=CC=C12